N1[C@@H](CCC1)C(=O)NCC(=O)O prolyl-glycine